N-cyclohexyl-N'-(2-morpholino-ethyl)carbodiimide methyl-p-toluenesulfonate COS(=O)(=O)C1=CC=C(C)C=C1.C1(CCCCC1)N=C=NCCN1CCOCC1